C(C)(C)(C)C1=NN=C(O1)C(=O)N1[C@H](C2=C(CC1)NC=N2)C2=NN1C(C=CC=C1F)=C2 (R)-(5-(tert-butyl)-1,3,4-oxadiazol-2-yl)(4-(7-fluoropyrazolo[1,5-a]pyridin-2-yl)-6,7-dihydro-1H-imidazo[4,5-c]pyridin-5(4H)-yl)methanone